OC=1C=C(C(N)C(=O)O)C=CC1O 3,4-dihydroxylphenylglycine